C1(CC1)C1=C2C(=C(N=C1)OC)N(C(=C2)CN2CCCCC2)S(=O)(=O)C2=CC=C(C=C2)C 4-cyclopropyl-7-methoxy-2-(1-piperidinylmethyl)-1-(p-tolylsulfonyl)pyrrolo[2,3-c]pyridine